C(C)C(CC=C)=CC 4-ethyl-1,4-hexadiene